C(C)OC1=C(C(=CC(=C1)CN1CCC(CC1)(C)COC1=CC=C(C(=O)O)C=C1)OCC)C1=CC=C(C=C1)F 4-((1-((2,6-diethoxy-4'-fluoro-[1,1'-biphenyl]-4-yl)methyl)-4-methylpiperidin-4-yl)methoxy)benzoic acid